[N-maleimidopropionamido]-di-ethyleneglycol C1(C=CC(N1N(C(CC)=O)C(COCCO)O)=O)=O